(2R,4R)-2-(2-aminoethyl)-4-fluoropyrrolidine-1-carboxylic acid tert-butyl ester C(C)(C)(C)OC(=O)N1[C@@H](C[C@H](C1)F)CCN